(R)-tert-butyl 2-(((5-bromo-1-methyl-1H-pyrazol-4-yl)oxy)methyl)pyrrolidine-1-carboxylate BrC1=C(C=NN1C)OC[C@@H]1N(CCC1)C(=O)OC(C)(C)C